C(C#C)OCC(=O)N1CC(CC1)OCC(=O)OC(C)(C)C tert-butyl 2-[1-(2-prop-2-ynoxyacetyl)pyrrolidin-3-yl]oxyacetate